C(C)OC(C(C(=O)OCC)=CNC(=O)NC=1C=NN(C1)C)=O ((3-(1-methyl-1H-pyrazol-4-yl)ureido)methylene)malonic acid diethyl ester